C(#N)C=1C=NC2=CC=C(C=C2C1NC1=CC=C(C=C1)OC1=CC=NC=C1)C=1C=C(C=NC1)NS(=O)(=O)C N-(5-(3-cyano-4-((4-(pyridin-4-yloxy)phenyl)amino)quinolin-6-yl)pyridin-3-yl)methanesulfonamide